1-[2-fluoro-5-[4-(trifluoromethyl)phenyl]phenyl]-2-(5-methyl-1,3,4-oxadiazole-2-yl)ethanol FC1=C(C=C(C=C1)C1=CC=C(C=C1)C(F)(F)F)C(CC=1OC(=NN1)C)O